OC1=C(C=C(C=C1)C=1SC(=CC1)C1=CC(=C(C=C1)O)Cl)Cl 2,5-bis(4-hydroxy-3-chlorophenyl)-thiophene